Tert-butyl (5-bromo-1H-indol-2-yl)carbamate BrC=1C=C2C=C(NC2=CC1)NC(OC(C)(C)C)=O